tert-butyl ((2-(6-ethoxy-4-(1-(4-methyl-4H-1,2,4-triazol-3-yl)-3-methylenecyclobutyl)pyridin-2-yl)-3-oxo-7-(trifluoromethyl)isoindolin-5-yl)methyl)(1-methylcyclobutyl)carbamate C(C)OC1=CC(=CC(=N1)N1CC2=C(C=C(C=C2C1=O)CN(C(OC(C)(C)C)=O)C1(CCC1)C)C(F)(F)F)C1(CC(C1)=C)C1=NN=CN1C